P(OCC1=CC=CC=C1)(OCC1=CC=CC=C1)ON(CC)CC dibenzyl (diethylamino) phosphite